tert-butyl 8-(4-bromophenyl)-6-azaspiro[3.4]octane-6-carboxylate BrC1=CC=C(C=C1)C1CN(CC12CCC2)C(=O)OC(C)(C)C